FC=1C=C(C=CC1)C1=NN(C=C1C(=O)NC(C(C(=O)O)=O)CC1=CC=CC=C1)C 3-(3-(3-fluorophenyl)-1-methyl-1H-pyrazole-4-carboxamido)-2-oxo-4-phenylbutanoic Acid